COC(=O)[C@@H]1CN(CC[C@H]1N)CC1CC1 |r| racemic-(3R,4R)-4-amino-1-cyclopropylmethyl-piperidine-3-carboxylic acid methyl ester